ClC=1C(=NC(=NC1)NC1=C(C=C(C(=C1)C)C=1C[C@H](N([C@H](C1)C1CC1)C1COC1)C1CC1)OC(C)C)NC1=C(C=CC=C1)S(=O)(=O)C(C)C 5-chloro-N2-(4-((2S,6S)-2,6-dicyclopropyl-1-(oxetan-3-yl)-1,2,3,6-tetrahydropyridin-4-yl)-2-isopropoxy-5-methyl-phenyl)-N4-(2-(isopropylsulfonyl)phenyl)pyrimidine-2,4-diamine